N1C(=CC=C1)S(=O)(=O)[O-] pyrrolesulfonate